[Cl-].[Cl-].C1(=CC=CC=C1)C(=[Zr+2](C1=C(C(=CC=2C3=CC(=C(C=C3CC12)C1=CC=CC=C1)C(C)(C)C)C(C)(C)C)C1=CC=CC=C1)C1C=CC=C1)C1=CC(=CC=C1)C(F)(F)F phenyl(m-trifluoromethyl-phenyl)methylene(cyclopentadienyl)(2,7-diphenyl-3,6-di-tert-butylfluorenyl)zirconium dichloride